4-(5-(trifluoromethyl)-1,2,4-oxadiazol-3-yl)-N-((trifluoromethyl)sulfonyl)benzamide FC(C1=NC(=NO1)C1=CC=C(C(=O)NS(=O)(=O)C(F)(F)F)C=C1)(F)F